1-tert-butyl-N-{[3-(4-{[(3S,4R)-1-tert-butyl-3-fluoropiperidin-4-yl]amino}-1-(2,2,2-trifluoroethyl)-1H-indol-2-yl)-1,2,4-oxadiazol-5-yl]methyl}-1H-pyrazole-4-carboxamide C(C)(C)(C)N1N=CC(=C1)C(=O)NCC1=NC(=NO1)C=1N(C2=CC=CC(=C2C1)N[C@H]1[C@H](CN(CC1)C(C)(C)C)F)CC(F)(F)F